(1s,3s)-3-(5-(trifluoromethyl)-1H-imidazol-1-yl)cyclobutyl 4-nitrobenzoate [N+](=O)([O-])C1=CC=C(C(=O)OC2CC(C2)N2C=NC=C2C(F)(F)F)C=C1